ONS(=O)(=O)C1=C(OC(=C1)C)C(F)(F)F N-hydroxy-5-methyl-2-(trifluoromethyl)furan-3-sulfonamide